FC(C)(F)C12CC(C1)(C2)S(=O)(=O)F 3-(1,1-difluoroethyl)bicyclo[1.1.1]pentane-1-sulfonyl fluoride